4-[4-(3-naphthyl)phenyl]pyrimidine C1=CC(=CC2=CC=CC=C12)C1=CC=C(C=C1)C1=NC=NC=C1